CN(C(=O)C1=NC=C(N=C1)N1CCN(CC1)C(=O)C1=C(N(C2N=CN=CC21)C)C2=CC=CC=C2)C N,N-dimethyl-5-(4-(7-methyl-6-phenyl-4a,7a-dihydro-7H-pyrrolo[2,3-d]pyrimidine-5-carbonyl)piperazin-1-yl)pyrazine-2-carboxamide